(1-methyl-2-(morpholine-4-carbonyl)-1H-pyrrolo[2,3-c]pyridin-5-yl)isonicotinonitrile CN1C(=CC=2C1=CN=C(C2)C2=C(C#N)C=CN=C2)C(=O)N2CCOCC2